2-(4-fluoro-1-((2-(trimethylsilyl)ethoxy)methyl)-1H-indazol-3-yl)-N,N-dimethylethan-1-amine FC1=C2C(=NN(C2=CC=C1)COCC[Si](C)(C)C)CCN(C)C